C1(=CC=CC=C1)C(C(=O)C1=CC(=CC=C1)C#C)=O 1-phenyl-2-(3-ethynylphenyl)ethane-1,2-dione